OC(C)(C)C1=CC2=CC(=CC=C2C=C1)C(C)(C)O 2,7-bis(α-hydroxyisopropyl)naphthalene